BrC=1C=C2CN(C(C2=CC1)=O)[C@@H]1[C@@H](N(C1)C(=O)OC(C)(C)C)C tert-butyl (2s,3s)-3-(5-bromo-1-oxoisoindolin-2-yl)-2-methylazetidine-1-carboxylate